COC=1C=C(C=CC1OC)C=1NC2=CC=C(C=C2C1C)C1CCN(CC1)CC=1N=C(SC1)N 4-((4-(2-(3,4-dimethoxyphenyl)-3-methyl-1H-indol-5-yl)piperidin-1-yl)methyl)thiazol-2-amine